3-methylimidazole bis(trifluoromethanesulfonyl)imide salt [N-](S(=O)(=O)C(F)(F)F)S(=O)(=O)C(F)(F)F.CN1C=NC=C1